CC1=CC(=NN1)NC1=NC(=NC2=CC(=CC=C12)C1=NC=CC=C1)NC1CC2CCC(C1)N2CCC#N 3-((3-Exo)-3-((4-((5-methyl-1H-pyrazol-3-yl)amino)-7-(pyridin-2-yl)quinazolin-2-yl)amino)-8-azabicyclo[3.2.1]oct-8-yl)propionitrile